1,3-diacetyloxy-2-(acetoxymethoxy)propane C(C)(=O)OCC(COC(C)=O)OCOC(C)=O